[P].[Si].[Pb] lead silicon phosphorus